C(CN1C(=NC2=C1C=CC(=C2)C(N)=O)C=2C1=C(SC2C(=O)O)C=CC=C1Br)N1C(=NC2=C1C=CC(=C2)C(N)=O)C=2C1=C(SC2C(=O)O)C=CC=C1Br 3,3'-(Ethane-1,2-diylbis(5-carbamoyl-1H-benzo[d]imidazole-1,2-diyl))bis(4-bromobenzo[b]thiophene-2-carboxylic acid)